FC1=C(C(=CC(=C1)C1=CC(=CC=C1)N1CCOCC1)O)N1CC(NS1(=O)=O)=O 5-[2-fluoro-6-hydroxy-4-(3-morpholinophenyl)phenyl]-1,1-dioxo-1,2,5-thiadiazolidin-3-one